(R)-5-(5-(1-(3,5-Dichloropyridin-4-yl)ethoxy)-1H-indazol-3-yl)-2-((1-ethylpiperidin-4-yl)oxy)-3-methoxybenzonitrile ClC=1C=NC=C(C1[C@@H](C)OC=1C=C2C(=NNC2=CC1)C=1C=C(C(=C(C#N)C1)OC1CCN(CC1)CC)OC)Cl